tert-butyl 4-(2,3-dihydro-1H-pyrrolo[2,3-b]pyridin-4-yl)-6,6-dimethyl-3,6-dihydropyridine-1(2H)-carboxylate N1CCC=2C1=NC=CC2C=2CCN(C(C2)(C)C)C(=O)OC(C)(C)C